3-amino-6-bromo-N-((1-methyl-1H-pyrazol-3-yl)methyl)-5-(trifluoromethyl)pyrazine-2-carboxamide NC=1C(=NC(=C(N1)C(F)(F)F)Br)C(=O)NCC1=NN(C=C1)C